CC=1C(=NC(=NC1)NC1=CC(=C(C=C1)N1CCN(CC1)C(CO)=O)F)C=1C=NN(C1)C(C)C methyl-N-(3-fluoro-4-(4-hydroxyacetylpiperazin-1-yl)phenyl)-4-(1-isopropyl-1H-pyrazol-4-yl)pyrimidin-2-amine